F[C@]1(CN(CC1)C)COC=1C(=CC(=NC1)C)C1=CC=2N(C=C1)N=C(C2)NC(=O)C2CC2 R-N-[5-[5-[(3-fluoro-1-methyl-pyrrolidin-3-yl)methoxy]-2-methyl-4-pyridyl]pyrazolo[1,5-a]pyridin-2-yl]cyclopropanecarboxamide